cetylstearyl sulfate S(=O)(=O)(OCCCCCCCCCCCCCCCCCCCCCCCCCCCCCCCCCC)[O-]